BrC=1C=CC2=C(OCC(N2C)=O)C1OC 7-Bromo-8-methoxy-4-methyl-2H-benzo[b][1,4]oxazin-3(4H)-one